N[C@@H]1CC[C@H](N(C1)C(=O)OC(C)(C)C)C=1OC(=NN1)C1=CC=C(C=C1)Cl tert-butyl (2S,5R)-5-amino-2-[5-(4-chlorophenyl)-1,3,4-oxadiazol-2-yl]piperidine-1-carboxylate